C(#N)C1=CC=C(CNC(=O)C2=CC=3C(=C(N=NC3)O[C@@H]3CCCS(C34CC4)(=O)=O)N(C2=O)C)C=C1 (R)-N-(4-cyanobenzyl)-8-((4,4-dioxido-4-thiaspiro[2.5]octan-8-yl)oxy)-1-methyl-2-oxo-1,2-dihydropyrido[2,3-d]pyridazine-3-carboxamide